C(C1=CC=CC=C1)(=O)N1CC2(C1)CC(C2)NC(=O)NCC2=CC=C(C=C2)OC 1-(2-benzoyl-2-azaspiro[3.3]heptan-6-yl)-3-(4-methoxybenzyl)urea